OCCCCN1N=CC(=C1)CN(CCCCCCCCC(=O)OC\C=C/CCCCCC)CCCCCCCCC(=O)OC\C=C/CCCCCC di((Z)-non-2-en-1-yl) 9,9'-(((1-(4-hydroxybutyl)-1H-pyrazol-4-yl)methyl)azanediyl)dinonanoate